FC(C1(CC1)N1C=C(C(=CC1=O)OS(=O)(=O)C(F)(F)F)C(=O)OC)F methyl 1-(1-(difluoromethyl)cyclopropyl)-6-oxo-4-(((trifluoromethyl)sulfonyl)oxy)-1,6-dihydropyridine-3-carboxylate